NC1=CC(=C(C=C1C)N=NC1=CC(=C(C=C1)N=NC1=CC(=C(C=C1)N=NC1=CC=CC=C1)C)C)C 4-{[4-({4-[(4-amino-2,5-dimethylphenyl)diazenyl]-2-methylphenyl}diazenyl)-2-methylphenyl]diazenyl}benzene